N-(4-chlorophenyl)carboxamide ClC1=CC=C(C=C1)NC=O